methyl 2,5-dimethyl-4-acetoxybenzoate CC1=C(C(=O)OC)C=C(C(=C1)OC(C)=O)C